N-[1-(6-chloro-1,3-benzothiazol-2-yl)-3-bicyclo[1.1.1]pentanyl]-3-(1-methylsulfonylethyl)pyrazole-1-carboxamide ClC1=CC2=C(N=C(S2)C23CC(C2)(C3)NC(=O)N3N=C(C=C3)C(C)S(=O)(=O)C)C=C1